BrC1=NC(=C(C(=O)OC)C(=C1)C(CBr)=O)OC1CC1 methyl 6-bromo-4-(2-bromoacetyl)-2-cyclopropyloxynicotinate